Methyl 2-(1-(8-(tert-butoxy)-8-oxooctyl)-6-vinyl-1H-pyrrolo[2,3-b]pyridin-2-yl)-7-methoxy-1-methyl-1H-benzo[d]imidazole-5-carboxylate C(C)(C)(C)OC(CCCCCCCN1C(=CC=2C1=NC(=CC2)C=C)C2=NC1=C(N2C)C(=CC(=C1)C(=O)OC)OC)=O